6-(4-ethoxy-2-fluoro-phenyl)-5-[4-[(3S)-1-(3-fluoropropyl)pyrrolidin-3-yl]oxyphenyl]-8,9-dihydro-7H-benzo[7]annulen-2-ol C(C)OC1=CC(=C(C=C1)C1=C(C2=C(CCC1)C=C(C=C2)O)C2=CC=C(C=C2)O[C@@H]2CN(CC2)CCCF)F